C(C=C)N1N(C2=NC(=NC=C2C1=O)NC1=CC=C(C=C1)N1CCN(CC1)C)C1=NC(=CC=C1)C(C)(C)O 2-allyl-1-(6-(2-hydroxypropan-2-yl)pyridin-2-yl)-6-((4-(4-methylpiperazin-1-yl)phenyl)amino)-1H-pyrazolo[3,4-d]pyrimidin-3(2H)-one